COC=1C=C2CCC=CC2=CC1 6-methoxy-3,4-dihydronaphthalene